COC(C1=C(N=CC(=C1)C1=CC=CC=C1)NC=1SC(=C(N1)C(C)C)C=1CCN(CC1)C)=O.OC1=C(C=CC=C1)C=1OC2=C(N1)C=CC=C2 2-(2'-hydroxyphenyl)benzoxazole methyl-2-(4-isopropyl-5-(1-methyl-1,2,3,6-tetrahydropyridin-4-yl)thiazol-2-ylamino)-5-phenylnicotinate